O[C@@H]1[C@@H](N(CC1)C(C)=O)CN1N=CC=2C1=NC(=NC2)NC2=C(C=C1CCN(CC1=C2)C)OC 1-((2S,3S)-3-hydroxy-2-((6-((6-methoxy-2-methyl-1,2,3,4-tetrahydroisoquinolin-7-yl)amino)-1H-pyrazolo[3,4-d]pyrimidin-1-yl)methyl)pyrrolidin-1-yl)ethan-1-one